6-(1-((5,6-dihydro-4H-pyrrolo[1,2-b]pyrazol-3-yl)sulfonyl)-4-fluoropiperidin-4-yl)-7-fluoro-[1,2,4]triazolo[1,5-a]pyridine N=1N2C(=C(C1)S(=O)(=O)N1CCC(CC1)(F)C=1C(=CC=3N(C1)N=CN3)F)CCC2